Cl.C(C)N ethanamine, hydrochloride